3-(p-tolyl)bicyclo[1.1.1]pentane-1-carbaldehyde oxime C1(=CC=C(C=C1)C12CC(C1)(C2)C=NO)C